((4-(((3S,4R)-3-hydroxytetrahydro-2H-pyran-4-yl)oxy)-5-(trifluoromethyl)pyrimidin-2-yl)amino)-N-(methyl-d3)benzenesulfonamide O[C@H]1COCC[C@H]1OC1=NC(=NC=C1C(F)(F)F)NC1=C(C=CC=C1)S(=O)(=O)NC([2H])([2H])[2H]